ClC=1C(=CC2=C([C@@H]([C@](O2)(C2=CC=CC=C2)C=O)C)C1C1=C(C(=O)OC)C=CC(=C1F)OCCOC1OCCCC1)F methyl 2-((2S,3S,4R)-5-chloro-6-fluoro-2-formyl-3-methyl-2-phenyl-2,3-dihydrobenzofuran-4-yl)-3-fluoro-4-(2-((tetrahydro-2H-pyran-2-yl)oxy)ethoxy)benzoate